C(CCCCCCCCCCCCCCCCCCCCCC)(=O)OCCCCCCCCCCCCCCCCCCCCCCC tricosan-1-yl tricosanoate